N-((4R,5S,7R,8R,9S,10R)-8,10-dihydroxy-7-(hydroxymethyl)-9-(4-(3,4,5-trifluorophenyl)-1H-1,2,3-triazol-1-yl)-1,6-dioxaspiro[4.5]dec-4-yl)-3-methoxy-1-naphthamide O[C@H]1[C@H](O[C@@]2([C@@H](CCO2)NC(=O)C2=CC(=CC3=CC=CC=C23)OC)[C@@H]([C@H]1N1N=NC(=C1)C1=CC(=C(C(=C1)F)F)F)O)CO